[Na+].[Na+].OCCN(CC(=O)[O-])CC(=O)[O-] 2-hydroxyethyliminodiacetic acid disodium salt